ClC1(CC(C1)C(=O)OC)C1=C(C=CC=C1)F methyl 3-chloro-3-(2-fluorophenyl)cyclobutanecarboxylate